5-(2-bromo-5-chlorophenyl)-2H-tetrazole BrC1=C(C=C(C=C1)Cl)C=1N=NNN1